2-(4-(6-(4-chloro-2-fluorobenzyloxy)pyridin-2-yl)-2-fluorobenzyl)-1-(2-methoxyethyl)-1H-benzo[d]imidazole-6-carboxylic acid ClC1=CC(=C(COC2=CC=CC(=N2)C2=CC(=C(CC3=NC4=C(N3CCOC)C=C(C=C4)C(=O)O)C=C2)F)C=C1)F